Ethyl 2-((2-methoxy-6-((2-methylpyridin-3-yl)amino)-4-(trifluoromethyl)phenyl)amino)-2-oxoacetate COC1=C(C(=CC(=C1)C(F)(F)F)NC=1C(=NC=CC1)C)NC(C(=O)OCC)=O